N-((6-cyanopyridin-3-yl)methyl)-2,5-dihydroxy-1,7-naphthyridine-6-carboxamide C(#N)C1=CC=C(C=N1)CNC(=O)C=1C(=C2C=CC(=NC2=CN1)O)O